ClC=1C=C2C(=CC(=NC2=CC1)C(F)(F)F)NC1CCC(CC1)NC(C1=CC(=C(C=C1)F)OC(F)(F)F)=O N-(4-{[6-chloro-2-(trifluoromethyl)quinolin-4-yl]amino}cyclohexyl)-4-fluoro-3-(trifluoromethoxy)benzamide